ethyl 3-(benzyloxy)-4-oxo-6H,7H,9H-pyrimido[2,1-c][1,4]oxazine-2-carboxylate C(C1=CC=CC=C1)OC1=C(N=C2COCCN2C1=O)C(=O)OCC